The molecule is a 3-oxo monocarboxylic acid that is 3-oxohexanoic acid substituted at position 6 by an acetamido group. It is a 3-oxo monocarboxylic acid and a member of acetamides. It derives from a 3-oxohexanoic acid. It is a conjugate acid of a 6-acetamido-3-oxohexanoate. CC(=O)NCCCC(=O)CC(=O)O